5-L-Glutamyl-Se-methylselenocysteine C[Se]CC(C(=O)O)NC(=O)CC[C@@H](C(=O)O)N